C1(=CC=CC=C1)COC(=O)N1CCNC(CC1)=O 5-oxo-1,4-diazepan-1-carboxylic acid phenylmethyl ester